C(C1=CC=CC=C1)O[C@H]1[C@@H]([C@@H](O[C@]1(CCl)COCC1=CC=CC=C1)N1C(NC(C(=C1)F)=O)=O)O 1-[(2R,3S,4S,5R)-4-(benzyloxy)-5-[(benzyloxy)methyl]-5-(chloromethyl)-3-hydroxyoxolan-2-yl]-5-fluoro-3H-pyrimidine-2,4-dione